(S)-1'-(4-amino-2-(2,3-dichlorophenyl)-2H-pyrazolo[3,4-d]pyrimidin-6-yl)-1,3-dihydrospiro[inden-2,4'-piperidin]-1-amine NC=1C=2C(N=C(N1)N1CCC3(CC1)[C@@H](C1=CC=CC=C1C3)N)=NN(C2)C2=C(C(=CC=C2)Cl)Cl